N-[(1R)-5-(5-acetyl(1,2,4-oxadiazol-3-yl))indanyl](1-methylpyrazol-4-yl)carboxamide C(C)(=O)C1=NC(=NO1)C=1C=C2CC[C@H](C2=CC1)NC(=O)C=1C=NN(C1)C